CN(C)CC1=CC(=C(C=C1)S(=O)(N)=NC(NC1=C2CCCC2=CC=2CCCC12)=O)F 4-((dimethylamino)methyl)-2-fluoro-N'-((1,2,3,5,6,7-hexahydro-s-indacen-4-yl)carbamoyl)benzene-sulfonimidamide